C(C)(C)(C)OC(=O)N1CC2=C(CC1)N(C=N2)C Tert-butyl-1-methyl-1,4,6,7-tetrahydro-5H-imidazo[4,5-c]pyridine-5-carboxylate